C1(=CC=CC=C1)C1(CC=C(C=C1)N)NC1=CC=2C(C3=CC(=CC=C3C2C=C1)CCCCCCCC)(CCCCCCCC)CCCCCCCC 1-phenyl-N1-(7,9,9-trioctyl-9H-fluoren-2-yl)benzene-1,4-diamine